[Cl-].C(CCCCCCCCCCCCCCCCC)[NH+](CCCCCCCCCCCCCCCCCC)CCCCCCCCCCCCCCCCCC tristearylammonium chloride